CC1=CC=2N(C(=C1)OC1=CC=C(C=C1)OC(F)(F)F)C=CN2 7-methyl-5-[4-(trifluoromethoxy)phenoxy]imidazo[1,2-a]pyridine